NC1=NC(=C(C=C1O)Cl)C1=C(C=C(C=C1)Cl)O 2-amino-5-chloro-6-(4-chloro-2-hydroxyphenyl)pyridin-3-ol